ethyl-(benzyloxy)-1H-pyrazole-4-carboxylate C(C)OC(=O)C=1C=NN(C1)OCC1=CC=CC=C1